C[SH+]CC1=CC=CC=C1 methyl-(benzyl)sulfonium